FC1=C(C=C(C=C1C=1C(=NN(C1C)C)C)NS(=O)(=O)C)B1OC(C(O1)(C)C)(C)C N-(4-fluoro-3-(4,4,5,5-tetramethyl-1,3,2-dioxaborolan-2-yl)-5-(1,3,5-trimethyl-1H-pyrazol-4-yl)phenyl)methanesulfonamide